(2S,3R)-3-((R)-2-Aminopropanamido)-2-hydroxy-4-phenyl-N-(pyridin-2-ylmethyl)butanamide hydrochloride Cl.N[C@@H](C(=O)N[C@@H]([C@@H](C(=O)NCC1=NC=CC=C1)O)CC1=CC=CC=C1)C